FC1=CC=C(C=C1)N1C(N(C(C(=C1)C(=O)O)=O)C1=CC=C(C=C1)F)=O 1,3-bis(4-fluorophenyl)-2,4-dioxo-1,2,3,4-tetrahydropyrimidine-5-carboxylic acid